COC1(CN(C1)C(=O)OC(C)(C)C)C=CC1=CC=C(C=C1)C(F)(F)F tert-butyl 3-methoxy-3-(4-(trifluoromethyl)styryl)azetidine-1-carboxylate